FC(C=1C=C(CC(C(=O)O)C(=O)O)C=CC1)(F)F 2-(3-trifluoromethylbenzyl)malonic acid